C(C)(C)OP(OC(C)C)(=O)CBr.ClC1=NC(=CC2=C1NC=N2)Cl 4,6-Dichloro-3H-imidazo[4,5-c]pyridine diisopropyl-(bromomethyl)phosphonate